4-[2-(benzyloxy)ethoxy]-3,6-dichloropyridazine C(C1=CC=CC=C1)OCCOC1=C(N=NC(=C1)Cl)Cl